Cl.Cl.CC1=NC=CC(=C1C)C1=CC=C(C=C1)CCC(=O)O 3-(4-(2,3-dimethylpyridine-4-yl)phenyl)propionic acid dihydrochloride salt